ethyl alcohol, cerium salt [Ce].C(C)O